Diethyl (2-cyclopropyl-2-oxoethyl)phosphonate C1(CC1)C(CP(OCC)(OCC)=O)=O